O=P(O)O oxo-λ5-phosphanediol